5-acetyl-3-chloro-1-ethyl-6-(2,4,6-trifluorophenyl)pyridin-2(1H)-one C(C)(=O)C=1C=C(C(N(C1C1=C(C=C(C=C1F)F)F)CC)=O)Cl